COC1=CC(=C(COC=2C=C(C=3C=CC4=C(C=C(C=5C=CC2C3C54)S(=O)(=O)O)S(=O)(=O)O)S(=O)(=O)O)C=C1OC)[N+](=O)[O-].[Na].[Na].[Na] Trisodium 8-(4,5-Dimethoxy-2-nitrobenzyloxy)pyrene-1,3,6-trisulfonic acid